2-(4-((4-(heptyloxy)phenyl)ethynyl)phenyl)benzoxazole C(CCCCCC)OC1=CC=C(C=C1)C#CC1=CC=C(C=C1)C=1OC2=C(N1)C=CC=C2